tert-butyl (2S)-2-[2-(prop-1-yn-1-yl)phenyl]pyrrolidine-1-carboxylate C(#CC)C1=C(C=CC=C1)[C@H]1N(CCC1)C(=O)OC(C)(C)C